FC1=C(C=CC(=C1)F)S(=O)(=O)NC=1C(=NC=C(C1)C=1C=C2C(=NC=NC2=CC1)N1[C@H](CN([C@@H](C1)C)C(C(=C)F)=O)C)OC 2,4-difluoro-N-(5-(4-((2S,5R)-4-(2-fluoroacryloyl)-2,5-dimethylpiperazin-1-yl)quinazolin-6-yl)-2-methoxypyridin-3-yl)benzenesulfonamide